7-(difluoromethyl)-2,2,3,3-tetrafluoro-6-(pyrimidin-2-yloxy)-2,3-dihydro-1H-inden-1-one FC(C=1C(=CC=C2C(C(C(C12)=O)(F)F)(F)F)OC1=NC=CC=N1)F